C(C)OC(C[C@H](C1=C(C2=C(N(N=N2)C)C(=C1)C)C)C=1C=C2CCCC2=C(C1)CO)=O (3S)-3-[7-(hydroxymethyl)-2,3-dihydro-1H-inden-5-yl]-3-(1,4,7-trimethyl-1H-benzotriazol-5-yl)propionic acid ethyl ester